6-t-butyl(6-t-butyl-m-cresol) C(C)(C)(C)C1(CC=C(C=C1O)C)C(C)(C)C